C(C1=CC=CC=C1)OC(=O)N[C@H]1CN([C@H](C=C[C@@H]1C)CO[Si](C)(C)C(C)(C)C)C(=O)OCC1=CC=CC=C1 benzyl (3R,4S,7R)-3-(((benzyloxy)carbonyl)amino)-7-(((tert-butyldimethylsilyl)oxy)methyl)-4-methyl-2,3,4,7-tetrahydro-1H-azepine-1-carboxylate